N-(2'-fluoro-4-((methylamino)methyl)-[1,1'-biphenyl]-2-yl)-4-bromobenzenesulfonamide FC1=C(C=CC=C1)C1=C(C=C(C=C1)CNC)NS(=O)(=O)C1=CC=C(C=C1)Br